Cl.FC1=C2C(=CNC2=CC=C1F)NC1=NC2=C(N1N)C=CC(=C2)C(F)(F)F N2-(4,5-difluoro-1H-indol-3-yl)-5-(trifluoromethyl)-1H-benzo[d]imidazole-1,2-diamine hydrochloride